C1(CC1)C=1C(=C2C(=NC1CC)CCC2)NC(=O)N=S(=O)(N)C2=CN=C(S2)C(C)(C)O N'-((3-cyclopropyl-2-ethyl-6,7-dihydro-5H-cyclopenta[b]pyridin-4-yl)carbamoyl)-2-(2-hydroxypropan-2-yl)thiazole-5-sulfonimidamide